(5RS)-5-[2-methyl-4-(prop-1-en-2-yl)benzyl]-3-{3-methyl-5-[3-(prop-1-en-2-yl)phenoxy]pyridazin-4-yl}-5,6-dihydro-4H-1,2,4-oxadiazine CC1=C(C[C@H]2NC(=NOC2)C2=C(N=NC=C2OC2=CC(=CC=C2)C(=C)C)C)C=CC(=C1)C(=C)C |r|